OC1=CC=C(C=C1)C=1C=CC=CC1 3-(4-hydroxyphenyl)benzene